ClC1=C(C(=CN=N1)CC1=C(C(=NC=C1)N)F)C 4-[(6-chloro-5-methyl-pyridazin-4-yl)methyl]-3-fluoro-pyridin-2-amine